tert-butyl 3-bromo-2-fluoro-5-(trifluoromethyl)benzoate BrC=1C(=C(C(=O)OC(C)(C)C)C=C(C1)C(F)(F)F)F